2-(2-amino-2-oxoethoxy)-4-octylbenzoic acid NC(COC1=C(C(=O)O)C=CC(=C1)CCCCCCCC)=O